1-isopropyl-2-methyl-6-(5-(2-(4-methylpiperazin-1-yl)pyridin-4-yl)-1H-pyrrolo[2,3-b]pyridin-3-yl)-1H-imidazo[4,5-c]pyridine C(C)(C)N1C(=NC=2C=NC(=CC21)C2=CNC1=NC=C(C=C12)C1=CC(=NC=C1)N1CCN(CC1)C)C